N-(4-bromo-6-methoxy-3-pyridyl)-N-methyl-carbamic acid tert-butyl ester C(C)(C)(C)OC(N(C)C=1C=NC(=CC1Br)OC)=O